C(C)C=1C=NN2C1N=C(C=C2NCC=2C=CC(=NC2)OCCOCCOCCOCCOCC(=O)OC(C)(C)C)N2[C@@H](CCCC2)CCO tert-butyl 2-[2-[2-[2-[2-[[5-[[[3-ethyl-5-[(2S)-2-(2-hydroxyethyl)-1-piperidyl]pyrazolo[1,5-a]pyrimidin-7-yl]amino]methyl]-2-pyridyl]oxy] ethoxy]ethoxy] ethoxy]ethoxy]acetate